zinc-copper salt [Cu].[Zn]